OC(=O)C(F)(F)F.COC1=C(C=C(C(=C1)OC1CCN(CC1)CC1CCNCC1)OC)C1=CN(C(C2=CN=CC=C12)=O)C 4-(2,5-dimethoxy-4-((1-(piperidin-4-ylmethyl)piperidin-4-yl)oxy)phenyl)-2-methyl-2,7-naphthyridin-1(2H)-one TFA salt